5-Oxo-5-(pyridin-3-yl)pentanamid O=C(CCCC(=O)N)C=1C=NC=CC1